CC1=CC=C(C=N1)C=1C=NC=2CCN(CC2C1)C(=O)OC(C)(C)C Tert-butyl 3-(6-methyl-3-pyridyl)-7,8-dihydro-5H-1,6-naphthyridine-6-carboxylate